bis-(4-methylphenyl)4-(4-methylphenyl-thio)phenylsulfonium hexafluorophosphate F[P-](F)(F)(F)(F)F.CC1=CC=C(C=C1)[S+](C1=CC=C(C=C1)SC1=CC=C(C=C1)C)C1=CC=C(C=C1)C